C(N)([S-])=S.[Ni+2].C(N)([S-])=S nickel dithiocarbamate salt